C(CCCCCCCCCCCCCCC(C)C)(=O)OC=C vinyl isostearate